C(#N)C=1C=NC=C(C(=O)NC2=CC=C3C=NN(C3=C2)C=2C=NN(C2)C)C1C(=C)C 5-Cyano-N-(1-(1-methyl-1H-pyrazol-4-yl)-1H-indazol-6-yl)-4-(prop-1-en-2-yl)nicotinamide